7-[(5-Chloropyrimidine-2-yl)oxy]-3,3-difluoro-1-(4,4,4-trifluorobutyl)indoline-2-one ClC=1C=NC(=NC1)OC=1C=CC=C2C(C(N(C12)CCCC(F)(F)F)=O)(F)F